C(C)(=O)NC[C@@H]1CC[C@H](CC1)C(=O)O trans-4-acetylaminomethyl-cyclohexanecarboxylic acid